n-pentoxyaluminum C(CCCC)O[Al]